N-((6-(trifluoromethyl)-1-(4-(trifluoromethyl)phenyl)-1,2,3,4-tetrahydroimidazo[1,5-a]pyrimidin-3-yl)methyl)acrylamide FC(C1=NC=C2N1CC(CN2C2=CC=C(C=C2)C(F)(F)F)CNC(C=C)=O)(F)F